1-(4-(2-chloro-3-(3-(difluoromethyl)phenyl)-1-tosyl-1H-pyrrolo[2,3-b]pyridin-5-yl)benzyl)piperidin-3-ol ClC1=C(C=2C(=NC=C(C2)C2=CC=C(CN3CC(CCC3)O)C=C2)N1S(=O)(=O)C1=CC=C(C)C=C1)C1=CC(=CC=C1)C(F)F